ethyl (3,5-dimethyladamantan-1-yl)carbamate CC12CC3(CC(CC(C1)(C3)C)C2)NC(OCC)=O